C(C)(C)(C)OC(=O)N[C@@H](C(=O)N[C@@H](C(=O)NC1=CC=C(S1)C(=O)O)C)C(C)C 5-((R)-2-((R)-2-((tert-Butoxycarbonyl)amino)-3-methylbutanamido)propanamido)thiophene-2-carboxylic acid